C(#N)CC1CCC(CC1)N1C(=NC=2C1=C1C(=NC2)NC=C1)CONC(C(C)C)=N N-((1-((1r,4r)-4-(Cyanomethyl)cyclohexyl)-1,6-dihydroimidazo[4,5-d]pyrrolo[2,3-b]pyridin-2-yl)methoxy)isobutyrimidamide